2-(3,4-bis((4-fluorophenyl)methoxy)benzylamino)ethanol magnesiochromite [MgH][Cr](=O)(O)O.FC1=CC=C(C=C1)COC=1C=C(CNCCO)C=CC1OCC1=CC=C(C=C1)F